CN(CCCCCCN)C N,N-dimethyl-1,6-hexanediamine